NC1=CC=C(C(=N1)C)NC(OC(C)(C)C)=O tert-butyl (6-amino-2-methylpyridin-3-yl)carbamate